N-(3-bromo-2,4-difluorophenyl)-2-(difluoromethoxy)pyridine-3-sulfonamide BrC=1C(=C(C=CC1F)NS(=O)(=O)C=1C(=NC=CC1)OC(F)F)F